CC1(CC[C@@H](O1)C[C@H](CO)NC(OC(C)(C)C)=O)C tert-Butyl N-[(1R)-1-[[(2R)-5,5-dimethyltetrahydrofuran-2-yl]methyl]-2-hydroxy-ethyl]carbamate